COC1=C(C=CC=2N(C=NC21)COCC[Si](C)(C)C)C2=CN(C1=NC(=CC=C12)NC(=O)C1CC1)COCC[Si](C)(C)C N-[3-(4-methoxy-1-[[2-(trimethylsilyl)ethoxy]methyl]-1,3-benzodiazol-5-yl)-1-[[2-(trimethylsilyl)ethoxy]methyl]pyrrolo[2,3-b]pyridin-6-yl]cyclopropanecarboxamide